CC1(CC(CO1)COC1=CC(=C2C(NC(=NC2=C1)CS[C@@H]1CC[C@H](CC1)O)=O)F)C 7-((5,5-Dimethyltetrahydrofuran-3-yl)methoxy)-5-fluoro-2-((((trans)-4-hydroxycyclohexyl)thio)methyl)quinazolin-4(3H)-one